tert-butyl (3-(3-((3-carbamoyl-5-ethyl-6-((tetrahydro-2H-pyran-4-yl)amino)pyrazin-2-yl)amino)phenyl)prop-2-yn-1-yl)carbamate C(N)(=O)C=1C(=NC(=C(N1)CC)NC1CCOCC1)NC=1C=C(C=CC1)C#CCNC(OC(C)(C)C)=O